NC=1C=C(C=CC1)N1C(C(=CC2=C1N=C(N=C2)NC=2C(=NN(C2)C)Cl)OC2=CC=CC=C2)=O 8-(3-aminophenyl)-2-((3-chloro-1-methyl-1H-pyrazol-4-yl)amino)-6-phenoxypyrido[2,3-d]pyrimidin-7(8H)-one